(4-(1-(3-(4-(1-hydroxy-2-(4-methoxyphenyl)propan-2-yl)thiazol-2-yl)ureido)ethyl)phenyl)piperazine-1-carboxylic acid tert-butyl ester C(C)(C)(C)OC(=O)N1C(CNCC1)C1=CC=C(C=C1)C(C)NC(=O)NC=1SC=C(N1)C(CO)(C)C1=CC=C(C=C1)OC